O=C1N(C(CC1)=O)OC(CCCCCCCCCCCCCCCCCCCCCCC(=O)O)=O 24-((2,5-dioxopyrrolidin-1-yl)oxy)-24-oxo-tetracosanoic acid